S(=O)(=O)(O)C[C@H]([C@H](CC(C(=O)O)=O)O)O 2-dehydro-3,6-dideoxy-6-sulfo-D-gluconic acid